2-{[(2S)-3-(5-chloro-1H,3H-spiro[2-benzofuran-1,4'-piperidin]-1'-yl)-2-hydroxypropyl]oxy}-4-hydroxy-N-methylbenzamide ClC1=CC2=C(C=C1)C1(CCN(CC1)C[C@@H](COC1=C(C(=O)NC)C=CC(=C1)O)O)OC2